methyl (R)-2-amino-9-(5,6,7,8-tetrahydro-1,8-naphthyridin-2-yl)nonanoate N[C@@H](C(=O)OC)CCCCCCCC1=NC=2NCCCC2C=C1